CN(CCNS(=O)(=O)N1[C@H]2CN(C[C@@H]1CC2)C2=NC(=NC1=C(C(=CC=C21)C2=CC(=CC1=CC=CC=C21)O)F)OCC21CCCN1CCC2)C (1R,5S)-N-(2-(dimethylamino)ethyl)-3-(8-fluoro-7-(3-hydroxynaphthalen-1-yl)-2-((tetrahydro-1H-pyrrolizin-7a(5H)-yl)methoxy)quinazolin-4-yl)-3,8-diazabicyclo[3.2.1]octane-8-sulfonamide